NCC=1OC2=C(C1)C(=C(C=C2C(=O)OC)Cl)C(F)(F)F Methyl 2-(aminomethyl)-5-chloro-4-(trifluoromethyl)benzofuran-7-carboxylate